iron (2,4-pentanedione) CC(CC(C)=O)=O.[Fe]